tridecamethylenediamine NCCCCCCCCCCCCCN